CN(CCN(C1=C(C=C(C(=C1)OC)NC1=NC=NC(=C1)N1OCCC1C1=CC(=CC=C1)C1=CN=C2N1N=CC=C2)NC(C=C)=O)C)C N-(2-((2-(dimeth-ylamino)ethyl)-(methyl)amino)-5-((6-(3-(3-(imidazo[1,2-b]-pyridazin-3-yl)-phenyl)isoxazolidin-2-yl)pyrimidin-4-yl)amino)-4-methoxyphenyl)acrylamide